C(C)(C)(C)OC(N(CCC=C)CC1=CC(=CC=C1)NC1=NC=C(C(=N1)NCC=C)Cl)=O 9E-3-((4-(allylamino)-5-chloropyrimidin-2-yl)amino)benzyl-(but-3-en-1-yl)carbamic acid tert-butyl ester